7-chloro-1-(cyclopropylmethyl)-3-(5-fluoro-4-methylpyridin-3-yl)-1,6-naphthyridin-2-one ClC1=NC=C2C=C(C(N(C2=C1)CC1CC1)=O)C=1C=NC=C(C1C)F